ClC1=CC=C(C=C1)C1CCC(CC1)C(CC(=O)OCC)=O ethyl 3-((1r,4r)-4-(4-chlorophenyl) cyclohexyl)-3-oxopropionate